BrC1=CC2=C(N(C(N2C)=N)C)C=C1 5-bromo-1,3-dimethyl-1,3-dihydro-2H-benzo[d]imidazol-2-imine